C(CCC)(=O)O.COCCCCC amyl methyl ether butyrate